5H,6H-cyclopenta[c]pyridin-7-one C1=NC=CC2=C1C(CC2)=O